NC1=CC(=NC=C1)/C=C/C(=O)OCC ethyl (E)-3-(4-aminopyridin-2-yl)acrylate